C(C)(C)(C)OC(=O)N1C[C@H](CC1)[C@H](C(=O)OC(C)(C)C)CC1=CC(=CC=C1)B1OC(C(O1)(C)C)(C)C (R)-3-((R)-1-(tert-butyloxy)-1-oxo-3-(3-(4,4,5,5-tetramethyl-1,3,2-dioxaborolan-2-yl)phenyl)propan-2-yl)pyrrolidine-1-carboxylic acid tert-butyl ester